Tert-butyl N-[4-[[4-[4-(2,4-dioxohexahydropyrimidin-1-yl)-8-isoquinolyl]piperazin-1-yl] methyl]cyclohexyl]carbamate O=C1N(CCC(N1)=O)C1=CN=CC2=C(C=CC=C12)N1CCN(CC1)CC1CCC(CC1)NC(OC(C)(C)C)=O